C[Si](C1=C(C=CC=C1)S)(C)C 2-(trimethylsilyl)thiophenol